N-tert-butyl-2-[methyl(2-[5-[2-(oxan-2-yloxy)ethyl]pyridin-2-yl]-5H,6H,7H-cyclopenta[d]pyrimidin-4-yl)amino]acetamide C(C)(C)(C)NC(CN(C=1C2=C(N=C(N1)C1=NC=C(C=C1)CCOC1OCCCC1)CCC2)C)=O